C(=C)C(C(=O)C=C)=O vinyl diketone